FC(C1=NN(C(=C1C(=O)N[C@@H](C)C1=CC=C(C(=O)O)C=C1)OC1=CC(=CC=C1)S(F)(F)(F)(F)F)C)F (S)-4-(1-(3-(difluoromethyl)-1-methyl-5-(3-(pentafluoro-λ6-sulfanyl)phenoxy)-1H-pyrazole-4-carboxamido)ethyl)benzoic acid